1-(4-methoxyphenyl)-N-[[2-(1-piperidyl)-4-piperidyl]methyl]methanamine COC1=CC=C(C=C1)CNCC1CC(NCC1)N1CCCCC1